C(C)[C@H]1N(C[C@@H](N(C1)C=1C=2C(N(C(C1)=O)C)=CN(N2)C2OCCCC2)[C@@H](C)O)C(C)C=2C=C1N=CC=NC1=CC2 7-((2R,5R)-5-ethyl-2-((R)-1-hydroxyethyl)-4-(1-(quinoxalin-6-yl)ethyl)piperazin-1-yl)-4-methyl-2-(tetrahydro-2H-pyran-2-yl)-2,4-dihydro-5H-pyrazolo[4,3-b]pyridin-5-one